O1NC(=CC=C1)C(=O)OC methyl oxazinate